(R and S)-7-bromo-6-methoxy-1,2-dimethyl-1,2,3,4-tetrahydroisoquinoline BrC1=C(C=C2CCN([C@@H](C2=C1)C)C)OC |r|